ethyl 2-(2-((7-(3-(1-(1,1-dimethylethylsulfinamido)propyl)phenyl)benzofuran-5-yl)methoxy)phenyl)acetate CC(C)(S(=O)NC(CC)C=1C=C(C=CC1)C1=CC(=CC=2C=COC21)COC2=C(C=CC=C2)CC(=O)OCC)C